5-chloro-2-(difluoromethyl)-N-((1r,4r)-4-((3-hydroxy-2-oxo-3-(thiophen-3-yl)indolin-1-yl)methyl)cyclohexyl)nicotinamide ClC=1C=NC(=C(C(=O)NC2CCC(CC2)CN2C(C(C3=CC=CC=C23)(C2=CSC=C2)O)=O)C1)C(F)F